ClC1=C(C=C(C=C1)F)C1(NC(C2=C(C(=CC(=C12)NC(C1=CC(=CC(=C1)F)C(F)(F)F)=O)NCC(F)F)OC)=O)O N-[3-(2-chloro-5-fluorophenyl)-6-[(2,2-difluoroethyl)amino]-3-hydroxy-7-methoxy-1-oxo-2,3-dihydro-1H-isoindol-4-yl]-5-fluoro-3-(trifluoromethyl)benzamide